FC1=C(C(=CC(=C1)N1C(O[C@H](C1)CO)=O)F)N1CC2C(C1)CS(C2)(=O)=O 5-{2,6-difluoro-4-[(5R)-5-(hydroxymethyl)-2-oxo-1,3-oxazolidin-3-yl]phenyl}hexahydro-2λ6-thieno[3,4-c]pyrrole-2,2(1H)-dione